COC([C@@H](NC(C)=O)CCOS(=O)(=O)C)=O N-acetyl-O-methylsulfonyl-L-homoserine methyl ester